C1(=CC=CC=C1)C=1C=NC2=C3N=C(C=CC3=CC=C2C1)C1=CC=CC=C1 3,9-diphenyl-1,10-phenanthroline